2,6-diphenyl-4-(4-ethylphenyl)-pyridine C1(=CC=CC=C1)C1=NC(=CC(=C1)C1=CC=C(C=C1)CC)C1=CC=CC=C1